8-(Benzo[d]thiazol-6-yl)-7-(1-(2-hydroxy-2-methylpropyl)-1H-pyrazol-4-yl)-1-isopropyl-3-methyl-3,6-dihydroimidazo[4,5-d]pyrrolo[2,3-b]pyridin-2(1H)-one S1C=NC2=C1C=C(C=C2)C2=C(NC1=NC=C3C(=C12)N(C(N3C)=O)C(C)C)C=3C=NN(C3)CC(C)(C)O